C(C)(C)(C)OC(=O)N[C@H](C)C1=CC=C2C=C(NC2=C1)C1=NC2=C(N1C)C(=CC(=C2)C(=O)OC(C)C)OC (R)-isopropyl 2-(6-(1-((tert-butoxycarbonyl) amino) ethyl)-1H-indol-2-yl)-7-methoxy-1-methyl-1H-benzo[d]imidazole-5-carboxylate